3-[(E)-hydroxyiminomethyl]-5-(hydroxymethyl)piperidine-1-carboxylic acid benzyl ester C(C1=CC=CC=C1)OC(=O)N1CC(CC(C1)CO)/C=N/O